4-((3-(hydroxymethyl)-5-(trifluoromethyl)piperidin-1-yl)sulfonyl)thiomorpholine 1,1-dioxide OCC1CN(CC(C1)C(F)(F)F)S(=O)(=O)N1CCS(CC1)(=O)=O